C[C@H]([C@@H](C)S(=O)(=O)[O-])CC=C.[Na+] Sodium (2R,3S)-3-methylhex-5-ene-2-sulfonate